4-[(3-chloro-4-fluorophenyl)amino]-6-{1-[(morpholin-4-yl)carbonyl]-piperidin-4-yloxy}-7-(2-methoxy-ethoxy)-quinazoline ClC=1C=C(C=CC1F)NC1=NC=NC2=CC(=C(C=C12)OC1CCN(CC1)C(=O)N1CCOCC1)OCCOC